O[C@@H](COC=1C=CC2=C(C(C=3N(C4=CC(=CC=C4C3C2=O)OC2COC2)C)(C)C)C1)CO 8-((R)-2,3-Dihydroxy-propoxy)-5,6,6-trimethyl-3-(oxetan-3-yloxy)-5,6-dihydro-benzo[b]carbazol-11-one